8-aminoquinoline-4-carboxylic acid NC=1C=CC=C2C(=CC=NC12)C(=O)O